4-chlorothiazol ClC=1N=CSC1